CC(CCOC(CCC(=O)OCCCCCCN(CCCCCCOC(CCC(OCCC(CCCC(C)C)C)OCCC(CCCC(C)C)C)=O)CCCCO)OCCC(CCCC(C)C)C)CCCC(C)C ((4-hydroxybutyl)azanediyl)bis(hexane-6,1-diyl) bis(4,4-bis((3,7-dimethyloctyl)oxy)butanoate)